ClC1=C(C(O)=C(C=C1)Cl)O 3,6-dichloropyrocatechol